2,4,6-trimethylbenzylphosphinate CC1=C(CP([O-])=O)C(=CC(=C1)C)C